O1C=NC(N=C1)=O 1,3,5-oxadiazine-4-one